C(=O)O.NC1=NC=CC2=C1C(=NN2[C@H]2C[C@@H](N(C2)C(C=C)=O)COC(F)(F)F)C#CC2=CC1=C(N(C=N1)C)C=C2 1-((2R,4S)-4-(4-Amino-3-((1-methyl-1H-benzo[d]imidazol-5-yl)ethynyl)-1H-pyrazolo[4,3-c]pyridin-1-yl)-2-((trifluoromethoxy)methyl)pyrrolidin-1-yl)prop-2-en-1-one formate